OCC=1C=C(C=CC1)CC(=O)N1CCN(CC1)C=1C=CC=2N(N1)C=NN2 2-[3-(hydroxymethyl)phenyl]-1-(4-{[1,2,4]triazolo[4,3-b]pyridazin-6-yl}piperazin-1-yl)ethan-1-one